CN(C=C(C=O)I)C 3-(dimethylamino)-2-iodoacrylaldehyde